FC(C1=C(C(=CC(=C1)N)C(F)(F)F)N)(F)F 2,6-bis(trifluoromethyl)-benzene-1,4-diamine